N-(1-ethylpiperidin-4-yl)-2-{1-[2-(trifluoromethoxy)phenyl]-1H-pyrazol-4-yl}-1,3-thiazole-4-carboxamide C(C)N1CCC(CC1)NC(=O)C=1N=C(SC1)C=1C=NN(C1)C1=C(C=CC=C1)OC(F)(F)F